5-(5-(((1S,2R,3R,5R)-2-fluoro-9-azabicyclo[3.3.1]nonan-3-yl)(methyl)amino)pyrazin-2-yl)-2-(1H-imidazol-1-yl)pyridin-4-ol F[C@@H]1[C@@H]2CCC[C@H](C[C@H]1N(C=1N=CC(=NC1)C=1C(=CC(=NC1)N1C=NC=C1)O)C)N2